NC=1N=C(SC1C(C1=CC=C(C=C1)OC(F)F)=O)N(C1=CC=C(C=C1)Cl)[C@@H](C(=O)N)C (R)-2-(N-[4-Amino-5-[4-(difluoromethoxy)benzoyl]thiazol-2-yl]-4-chloroanilino)propanamid